ClC1=CC=C(C=C1)C1OC(=C(C1=O)OS(=O)(=O)C(C)C1=CC=CC=C1)N 2-(4-chlorophenyl)-4-[[1-phenylethylsulfonyl]oxy]-5-amino-3(2H)-furanone